(3-acetamido-5-(methylsulfonylamino)phenyl)boric acid C(C)(=O)NC=1C=C(C=C(C1)NS(=O)(=O)C)OB(O)O